5-(2-(1,3-dioxoisoindolin-2-yl)ethoxy)-4-methoxy-2-nitrobenzoic acid methyl ester COC(C1=C(C=C(C(=C1)OCCN1C(C2=CC=CC=C2C1=O)=O)OC)[N+](=O)[O-])=O